(2-chloro-4,6-difluorophenyl)-4-methoxy-2-((3-methyl-4-(1-methylpiperidin-4-yl)phenyl)amino)pyrimidine-5-carboxamide ClC1=C(C(=CC(=C1)F)F)C1=C(C(=NC(=N1)NC1=CC(=C(C=C1)C1CCN(CC1)C)C)OC)C(=O)N